2-(((3,4-difluoro-2-methoxyphenyl)amino)methyl)-1,1,1,3,3,3-hexafluoropropan-2-ol FC=1C(=C(C=CC1F)NCC(C(F)(F)F)(C(F)(F)F)O)OC